trioctyl trimellitate (TRI-octyl trimellitate) C(CCCCCCC)C=1C(=C(C(=C(C1C(=O)O)C(=O)O)CCCCCCCC)C(=O)O)CCCCCCCC.C(C=1C(C(=O)OCCCCCCCC)=CC(C(=O)OCCCCCCCC)=CC1)(=O)OCCCCCCCC